Ethyl 2-(4-(2-methoxyethoxy)phenyl)thiazole-4-carboxylate COCCOC1=CC=C(C=C1)C=1SC=C(N1)C(=O)OCC